C(CCCCC(=O)OCC(CC)C)(=O)OCC(CC)C di(2-methylbutyl) adipate